O=S(C=1C=CC=C2C=C(C(NC12)=O)C(=O)N)(NC1=CC=CC=C1)=O 8-[dioxo(phenylamino)sulfanyl]-2-oxo-1H-quinoline-3-carboxamide